2-(4,4,5,5-Tetrafluoro-2-oxapentyl)oxirane FC(COCC1OC1)(C(F)F)F